1-(2-((tert-butyldimethylsilyl)oxy)ethyl)-4-chloro-1H-pyrazole [Si](C)(C)(C(C)(C)C)OCCN1N=CC(=C1)Cl